NC1=CC=CC=2N(C(N(C21)C)=O)C=2C(=NC(=CC2)OCC2=CC=CC=C2)OCC2=CC=CC=C2 4-amino-1-(2,6-dibenzyloxy-3-pyridyl)-3-methyl-benzimidazol-2-one